N-[2-(4-hydroxy-4-methyl-1-piperidyl)-5-(trifluoromethyl)-3-pyridyl]-5-tetrahydropyran-4-yl-furan-2-carboxamide OC1(CCN(CC1)C1=NC=C(C=C1NC(=O)C=1OC(=CC1)C1CCOCC1)C(F)(F)F)C